racemic-palmitate C(CCCCCCCCCCCCCCC)(=O)[O-]